N-(2-bromo-4-fluorobenzyl)-1-(isothiazol-5-yl)-N-((3-methyl-[1,2,4]triazolo[4,3-a]pyrazin-8-yl)methyl)methylamine BrC1=C(CN(CC=2C=3N(C=CN2)C(=NN3)C)CC3=CC=NS3)C=CC(=C1)F